tert-butyl 7-[1-(2,6-dibenzyloxy-3-pyridyl)-3-methyl-2-oxo-benzimidazol-5-yl]-2,7-diazaspiro[3.5]nonane-2-carboxylate C(C1=CC=CC=C1)OC1=NC(=CC=C1N1C(N(C2=C1C=CC(=C2)N2CCC1(CN(C1)C(=O)OC(C)(C)C)CC2)C)=O)OCC2=CC=CC=C2